C([C@@H](O)CC(=O)O)(=O)SCCNC(CCNC([C@@H](C(COP(OP(OC[C@@H]1[C@H]([C@H]([C@@H](O1)N1C=NC=2C(N)=NC=NC12)O)OP(=O)(O)O)(=O)O)(=O)O)(C)C)O)=O)=O L-malyl-CoA